C1=CC=C(C(=C1)C(=O)O)C(F)(F)F The molecule is a benzoic acid carrying a trifluoromethyl substituent at the 2-position. It is a member of benzoic acids and a member of (trifluoromethyl)benzenes.